(2S)-1-[4-({4-[(2,5-Dichlorophenyl)amino]-2-pyrimidinyl}amino)phenoxy]-3-(dimethylamino)-2-propanol ClC1=C(C=C(C=C1)Cl)NC1=NC(=NC=C1)NC1=CC=C(OC[C@H](CN(C)C)O)C=C1